methyl 7-[(2S)-2-(tert-butoxycarbonylamino)propoxy]tetralin-5-carboxylate C(C)(C)(C)OC(=O)N[C@H](COC=1C=C(C=2CCCCC2C1)C(=O)OC)C